trimethylolpropane tris(mercaptoacetate) thiopropionate C(CC)(=S)O.SCC(=O)O.SCC(=O)O.SCC(=O)O.C(O)C(CC)(CO)CO